4-((S)-2-(((2R,3R,4S,5R)-5-(6-amino-2-chloro-9H-purin-9-yl)-4-fluoro-3-hydroxytetrahydro-furan-2-yl)methoxy)-2-carboxy-2-(thiazol-4-yl)ethyl)benzoic acid NC1=C2N=CN(C2=NC(=N1)Cl)[C@H]1[C@H]([C@@H]([C@H](O1)CO[C@@](CC1=CC=C(C(=O)O)C=C1)(C=1N=CSC1)C(=O)O)O)F